tert-butyl-3-(3-(2-(2,6-dioxopiperidin-3-yl)-1-oxoisoindolin-4-yl)propoxy)cyclobutane-1-carboxylate C(C)(C)(C)OC(=O)C1CC(C1)OCCCC1=C2CN(C(C2=CC=C1)=O)C1C(NC(CC1)=O)=O